(R)-2-(4-((6,7-dihydro-5H-cyclopenta[b]pyridin-5-yl)amino)phthalazin-1-yl)-5-(trifluoromethyl)phenol N1=C2C(=CC=C1)[C@@H](CC2)NC2=NN=C(C1=CC=CC=C21)C2=C(C=C(C=C2)C(F)(F)F)O